ClC1=CC(=C(C=C1)COC1=NC(=NC=C1)C=1CCNCC1)F 4-(4-chloro-2-fluorophenylmethoxy)-2-(1,2,3,6-tetrahydropyridin-4-yl)pyrimidine